[2,3-difluoro-4-[5-(2-pyridyl)-1-(2-trimethylsilylethoxymethyl)pyrazol-4-yl]phenyl]boronic acid FC1=C(C=CC(=C1F)C=1C=NN(C1C1=NC=CC=C1)COCC[Si](C)(C)C)B(O)O